COCCOC1=NC(=CC(=C1)NC=1C(=NC(=C(N1)NC)C=1C2=C(C=NC1)N(C=N2)C)C(=O)N)C 3-[[2-(2-Methoxyethoxy)-6-methyl-4-pyridyl]amino]-5-(methylamino)-6-(3-methylimidazo[4,5-c]pyridin-7-yl)pyrazin-2-carboxamid